BrC1=CC=CC=2C=3N(C=NC12)N=C(N3)C3=C(C=CC=C3)OC(F)(F)F 7-bromo-2-[2-(trifluoromethoxy)phenyl][1,2,4]triazolo[1,5-c]quinazolin